OC1(CC1)C=1NC(=NN1)C1CC2(CN(C2)C(=O)N2CC3(C2)CC(C3)CC=3C=NC(=NC3)C(F)(F)F)C1 [6-[5-(1-hydroxycyclopropyl)-4H-1,2,4-triazol-3-yl]-2-azaspiro[3.3]heptan-2-yl]-[6-[[2-(trifluoromethyl)pyrimidin-5-yl]methyl]-2-azaspiro[3.3]heptan-2-yl]methanone